BrCC=1C=NC(=NC1)C1=CC(=CC=C1)OC 5-(bromomethyl)-2-(3-methoxyphenyl)pyrimidine